(1S,4r)-4-((S)-2-((6-Isopropoxypyridin-2-yl)methyl)-6-(methoxycarbonyl)-7-methyl-6,7,8,9-tetrahydro-3H-imidazo[4,5-f]chinolin-3-yl)cyclohexan C(C)(C)OC1=CC=CC(=N1)CC=1N(C=2C(=C3CC[C@@H](N(C3=CC2)C(=O)OC)C)N1)C1CCCCC1